C[C@@]12CCC[C@@]([C@H]1CC[C@]34[C@H]2CC[C@H](C3)C(=C)C4)(C)C(=O)O Ent-Kaurenoic Acid